C1=CN=C2C3=C(C=C4C2=C1C=1C=C2C(=CC1O4)C=CC=C2)C=CC=C3 benzo[h]benzo[6,7]chromeno[4,3,2-de]quinoline